ClC1C=2N(C3=C(CC14OCCO4)C=CC=C3)C(=NN2)C2CCC(CC2)(C(F)(F)F)OC chloro-1'-[cis-4-methoxy-4-(trifluoromethyl)cyclohexyl]-4'H,6'H-spiro[1,3-dioxolan-2,5'-[1,2,4]triazolo[4,3-a][1]benzazepine]